NC1CCN(CC1)S(=O)(=O)NCCOCCOCCCC1=C2C(N(C(C2=CC=C1)=O)C1C(NC(CC1)=O)=O)=O 4-Amino-N-(2-(2-(3-(2-(2,6-dioxopiperidin-3-yl)-1,3-dioxoisoindolin-4-yl)propoxy)-ethoxy)ethyl)piperidine-1-sulfonamide